azole chloride [Cl-].N1C=CC=C1